4-(6-amino-4-(((2S,6R)-2,6-dimethylmorpholino)methyl)pyridin-2-yl)phenol NC1=CC(=CC(=N1)C1=CC=C(C=C1)O)CN1C[C@@H](O[C@@H](C1)C)C